N-(4-bromo-2-chlorophenyl)-P-((5-(5-(chlorodifluoromethyl)-1,2,4-oxadiazol-3-yl)pyridin-2-yl)methyl)-P-methylphosphinic amide BrC1=CC(=C(C=C1)NP(=O)(C)CC1=NC=C(C=C1)C1=NOC(=N1)C(F)(F)Cl)Cl